4,5-dimethylpyridine-2-amine CC1=CC(=NC=C1C)N